(1S,1'S)-(+)-(2,7-di-tert-butyl-9,9-dimethyl-9H-xanthen-4,5-diyl)bis((2-isopropoxyphenyl)(phenyl)phosphine) C(C)(C)(C)C1=CC=2C(C3=CC(=CC(=C3OC2C(=C1)P(C1=CC=CC=C1)C1=C(C=CC=C1)OC(C)C)P(C1=CC=CC=C1)C1=C(C=CC=C1)OC(C)C)C(C)(C)C)(C)C